4-chlorobenzyl (S)-(4-(1-(1-(2-methoxyethyl)-1H-pyrazole-5-carboxamido)eth-yl)phenyl)carbamate COCCN1N=CC=C1C(=O)N[C@@H](C)C1=CC=C(C=C1)NC(OCC1=CC=C(C=C1)Cl)=O